C(C=C)(=O)N1C[C@H](CC1)N1N=C(C(=C1NC)C(=O)N)C#CC1=CC(=CC(=C1)OC)OC (S)-1-(1-acryloyl-pyrrolidin-3-yl)-3-((3,5-dimethoxyphenyl)ethynyl)-5-(methylamino)-1H-pyrazole-4-carboxamide